CC1(CNC=2C=NC=3N(C21)N=C(C3)C(C)O)C(F)(F)F 1-(8-methyl-8-(trifluoromethyl)-7,8-dihydro-6H-pyrazolo[1,5-a]pyrrolo[2,3-e]pyrimidin-2-yl)ethan-1-ol